1,3-dichloro-tetramethyldisiloxane Cl[Si](O[Si](Cl)(C)C)(C)C